FC(C=1C(=C(C=CC1)[C@@H](C)NC1=C2C=C(CN(C2=NC=C1)C)I)F)F (R)-5-((1-(3-(difluoromethyl)-2-fluorophenyl)ethyl)amino)-3-iodo-1-methyl-1,8-naphthyridine